ClC=1C=C(C2=C(CCO2)C1)S(=O)(=O)Cl 5-chloro-2,3-dihydrobenzofuran-7-sulfonyl chloride